1-[trans-4-cyanotetrahydro-2H-pyran-3-yl]Pyrazole-4-carboxamide C(#N)[C@H]1[C@@H](COCC1)N1N=CC(=C1)C(=O)N